FC(C1=NN(C(=C1)C)C1=NC(=CC=C1C(C)=O)C=1C=NN2C1C=CC(=C2)OC=2N=NC(=CC2)C)F 1-[2-[3-(difluoromethyl)-5-methyl-pyrazol-1-yl]-6-[6-(6-methylpyridazin-3-yl)oxypyrazolo[1,5-a]pyridin-3-yl]-3-pyridyl]ethanone